(S)-1-(4-methylphenyl)ethan-1-amine CC1=CC=C(C=C1)[C@H](C)N